C1(=CC=CC=C1)C1=C(C(=NN=N1)C1=C(C(=C(C=2C3=CC=CC=C3CC12)C1=CC=CC=C1)C)C)C=1[Se]C2=C(C1C1=CC=CC=C1)C=CC=C2 phenyl(phenylbenzselenophenyl)(phenyldimethylfluorenyl)triazine